methyl 2-formyl-2-phenylacetate C(=O)C(C(=O)OC)C1=CC=CC=C1